((S)-1-Cyano-2-[4'-(methylsulfonyl)biphenyl-4-yl]ethyl)-1,4-oxazepane-2-carboxamide C(#N)[C@H](CC1=CC=C(C=C1)C1=CC=C(C=C1)S(=O)(=O)C)C1(OCCCNC1)C(=O)N